N-hydroxy-3-(((2-phenylcyclopropyl)amino)methyl)benzamide TFA Salt OC(=O)C(F)(F)F.ONC(C1=CC(=CC=C1)CNC1C(C1)C1=CC=CC=C1)=O